C(C1=CC=CC=C1)OC(=O)N1CC(C[C@@H](C1)F)(C(=O)O)C (5S)-1-((benzyloxy)carbonyl)-5-fluoro-3-methylpiperidine-3-carboxylic acid